Methyl-2-(3-((4-(pyridazin-3-yl)phenyl)amino)phenyl)-1H-benzo[d]imidazole CN1C(=NC2=C1C=CC=C2)C2=CC(=CC=C2)NC2=CC=C(C=C2)C=2N=NC=CC2